tert-butyl (1R,3r,5S)-3-((5-cyclopropyl-3-(2,6-dichlorophenyl)isoxazol-4-yl)methoxy)-8-azabicyclo[3.2.1]octane-8-carboxylate C1(CC1)C1=C(C(=NO1)C1=C(C=CC=C1Cl)Cl)COC1C[C@H]2CC[C@@H](C1)N2C(=O)OC(C)(C)C